ClC1=C(C=C(C=C1)C1=CC=NC=C1)CNC1=NN2C(NC(=CC2=O)CCC)=N1 2-[[2-chloro-5-(4-pyridyl)phenyl]methylamino]-5-propyl-4H-[1,2,4]triazolo[1,5-a]pyrimidin-7-one